(R)-7-(4-(1-(2,2-difluoro-1-(4-fluorophenyl)propyl)-1H-pyrazol-4-yl)pyrimidin-2-yl)-8-methyl-[1,2,4]triazolo[1,5-a]pyridin-2-amine FC([C@@H](C1=CC=C(C=C1)F)N1N=CC(=C1)C1=NC(=NC=C1)C1=C(C=2N(C=C1)N=C(N2)N)C)(C)F